heptadecan-9-yl 8-((3-(cyclopropanesulfonamido)propyl)(8-oxo-8-(undecan-3-yloxy)octyl)amino)octanoate C1(CC1)S(=O)(=O)NCCCN(CCCCCCCC(=O)OC(CCCCCCCC)CCCCCCCC)CCCCCCCC(OC(CC)CCCCCCCC)=O